FC1=CC(=NC2=CC=CC=C12)C 4-fluoro-2-methylquinolin